4-Methacryloyloxyethyl-trimellitic acid C(C(=C)C)(=O)OCCC1(CC(=C(C(=O)O)C=C1)C(=O)O)C(=O)O